N-(4-ethyl-3-pyridyl)-N-(4-piperidyl)-6-(trifluoromethyl)pyridin-3-amine C(C)C1=C(C=NC=C1)N(C=1C=NC(=CC1)C(F)(F)F)C1CCNCC1